(2-hydroxyethyl)carbamate OCCNC([O-])=O